C(C)(C)(C)N1N=CC(=C1)C(=O)NCC1=C(C=C(C=C1)C1=NC=NC(=C1)NC1=NN2C(CN(CC2)CC)=C1)C 1-(tert-butyl)-N-(4-(6-((5-ethyl-4,5,6,7-tetrahydropyrazolo[1,5-a]pyrazin-2-yl)amino)pyrimidin-4-yl)-2-methylbenzyl)-1H-pyrazole-4-carboxamide